C(#N)C=1N(N=C2C(=CC=CC12)C1=C(C(=CC=C1)F)F)[C@H]1C=C(C(=O)O)O[C@H]([C@@H]1NC(C(C)C)=O)[C@H](O)[C@H](O)CO 2,6-Anhydro-4-(3-cyano-7-(2,3-difluorophenyl)-2H-indazol-2-yl)-3,4,5-trideoxy-5-isobutyramido-D-glycero-D-galacto-non-2-enonic acid